methylene(cyclopentadienyl)(2,3,6,7-tetra-tert-butylfluorenyl)zirconium dichloride [Cl-].[Cl-].C=[Zr+2](C1=C(C(=CC=2C3=CC(=C(C=C3CC12)C(C)(C)C)C(C)(C)C)C(C)(C)C)C(C)(C)C)C1C=CC=C1